COC=1C=C(C=CC1C=1C=NNC1)N1C(C2(CC1)CCN(CC2)C2=C(C=CC=C2)C(=O)C2=NC=C(N=C2)OC)=O 2-[3-methoxy-4-(1H-pyrazol-4-yl)phenyl]8-(5-methoxypyrazine-2-carbonylPhenyl)-2,8-diazaspiro[4.5]Decan-1-one